(R)-2-(5-fluoro-2-(hydroxymethyl)benzyl)-3-(methoxymethyl)-7-(2-((tetrahydro-2h-pyran-4-yl)amino)pyridine-4-yl)-3,4-dihydropyrrolo[1,2-a]pyrazine-1(2H)-one FC=1C=CC(=C(CN2C(C=3N(C[C@@H]2COC)C=C(C3)C3=CC(=NC=C3)NC3CCOCC3)=O)C1)CO